NC1=NC(=NC(=N1)N(C)C)OCC(F)(F)F amino-4-dimethylamino-6-trifluoroethoxy-1,3,5-triazine